C12(CC3CC(CC(C1)C3)C2)NC(COC2=NC(NC(=C2)OC2=CC=C(C=C2)F)=O)=O N-(adamantan-1-yl)-2-((6-(4-fluorophenoxy)-2-oxo-1,2-dihydropyrimidin-4-yl)oxy)acetamide